Methyl (S)-3-((3-chloro-4-(4-(5-cyano-2-((1-(methylsulfonyl)piperidin-4-yl)amino)pyrimidin-4-yl)-1H-pyrazol-1-yl)benzyl)amino)piperidine-1-carboxylate ClC=1C=C(CN[C@@H]2CN(CCC2)C(=O)OC)C=CC1N1N=CC(=C1)C1=NC(=NC=C1C#N)NC1CCN(CC1)S(=O)(=O)C